4,4-DIMETHYL-3-OXOPENTANOIC ACID CC(C(CC(=O)O)=O)(C)C